O=CCCC(=O)[O-] 4-oxobutyrate